2-carbamoyl-4-((2S,3R,4S,5S)-3-(2-(difluoromethoxy)-3,4-difluorophenyl)-4,5-dimethyl-5-(trifluoromethyl)tetrahydrofuran-2-carboxamido)pyridine 1-oxide C(N)(=O)C1=[N+](C=CC(=C1)NC(=O)[C@H]1O[C@@]([C@H]([C@@H]1C1=C(C(=C(C=C1)F)F)OC(F)F)C)(C(F)(F)F)C)[O-]